CC1=NC(=CC(=C1)C=1NC2=CC=C(C=C2C1C(C)C)C1CCN(CC1)CC1=NC=CC=C1)C 2-(2,6-dimethylpyridin-4-yl)-3-isopropyl-5-(1-(pyridin-2-ylmethyl)piperidin-4-yl)-1H-indole